6-(2-hydroxy-2-methylpropoxy)-4-(6-(6-(6-methoxynicotinoyl)-3,6-diazabicyclo[3.1.1]hept-3-yl)pyridin-3-yl)pyrazolo[1,5-a]pyridine-3-carbonitrile OC(COC=1C=C(C=2N(C1)N=CC2C#N)C=2C=NC(=CC2)N2CC1N(C(C2)C1)C(C1=CN=C(C=C1)OC)=O)(C)C